4-{[3-(trifluoromethoxy)phenyl]methoxy}benzaldehyde FC(OC=1C=C(C=CC1)COC1=CC=C(C=O)C=C1)(F)F